methyl (2R,3S,3aS,6aR)-2-(((tert-butyldimethylsilyl)oxy)methyl)-3-(1,3-dioxoisoindolin-2-yl)hexahydrocyclopenta[b]pyrrole-1(2H)-carboxylate [Si](C)(C)(C(C)(C)C)OC[C@H]1[C@H]([C@@H]2[C@H](N1C(=O)OC)CCC2)N2C(C1=CC=CC=C1C2=O)=O